ClCC1=NC2=C(N1CC=1N=COC1)C=C(C=C2)C(=O)OC Methyl 2-(chloromethyl)-1-(oxazol-4-ylmethyl)-1H-benzo[d]imidazole-6-carboxylate